FC=1C=C2C(=NN(C(C2=CC1)=O)C1CNCCC1)C 3-(6-fluoro-4-methyl-1-oxophthalazin-2(1H)-yl)piperidine